C1(CCCCC1)NCC1=C2C(=NC=C1N)N(C(=C2)C2=CC=C(C=C2)CN2CCC(CC2)S(=O)(=O)C)S(=O)(=O)C2=CC=CC=C2 4-((cyclohexylamino)methyl)-2-(4-((4-(methylsulfonyl)piperidin-1-yl)methyl)phenyl)-1-(phenylsulfonyl)-1H-pyrrolo[2,3-b]pyridin-5-amine